FC(C(=O)O)(F)F.FC(C(=O)O)(F)F.NCC(CN)NCC=1C=CC(=C(C(=O)NC2=CC=C(C=C2)S(=O)(=O)N2CCN(CC2)C2=CC(=CC(=C2)Cl)Cl)C1)N(S(=O)(=O)C)C 5-[[[2-Amino-1-(aminomethyl)ethyl]amino]methyl]-N-[4-[4-(3,5-dichlorophenyl)piperazin-1-yl]sulfonylphenyl]-2-[methyl(methylsulfonyl)amino]benzamide bis-trifluoroacetate